SC1=NC(=NC(=N1)N(C)C)N(C)C 2-mercapto-4,6-bis(dimethylamino)-1,3,5-triazine